1-ethyl-4-vinylpyridine iodide [I-].C(C)N1CC=C(C=C1)C=C